(4-(4-fluorobenzo[d]thiazol-2-yl)-6,7-dihydro-1H-imidazo[4,5-c]pyridin-5(4H)-yl)methanone FC1=CC=CC2=C1N=C(S2)C2N(CCC1=C2N=CN1)C=O